2-(1-(5-chloropyrimidin-2-yl)piperidin-4-yl)ethyl 2-(3-fluoro-4-(2-(3-(hydroxymethyl)azetidin-1-yl)-2-oxoethyl)phenyl)acetate FC=1C=C(C=CC1CC(=O)N1CC(C1)CO)CC(=O)OCCC1CCN(CC1)C1=NC=C(C=N1)Cl